BrC=1C(=C(C=CC1)NC=1C2=C(N=C(N1)C(F)F)C=C(C=N2)C=O)C 4-((3-bromo-2-methylphenyl)amino)-2-(difluoromethyl)pyrido[3,2-d]Pyrimidine-7-carbaldehyde